6-chloro-8-(2-(hydroxymethyl)thieno[3,2-b]pyridin-7-yl)-3,4-dihydroquinolin ClC=1C=C2CCC=NC2=C(C1)C1=C2C(=NC=C1)C=C(S2)CO